1-(2-bromo-4-(trifluoromethyl)benzyl)-1,8-diazaspiro[4.5]decane-8-carboxylic acid tert-butyl ester C(C)(C)(C)OC(=O)N1CCC2(CCCN2CC2=C(C=C(C=C2)C(F)(F)F)Br)CC1